3,7-dimethyl-1,2,3,4,8,9-hexahydropyrido[4',3':3,4]pyrazolo[1,5-a]Pyrazin-10(7H)-one CC1CC2=NN3C(C(NCC3C)=O)=C2CN1